ClC1=CC=C(C=C1)SC1=C(C=CC=C1)C=CC(=O)NCCCCN(C)C 3-[2-(4-chlorophenylthio)phenyl]-N-(4-dimethylaminobutyl)acrylamide